methyl-acetyl-tryptophan CN([C@@H](CC1=CNC2=CC=CC=C12)C(=O)O)C(C)=O